(E)-5-(3-morpholino-3-oxoprop-1-en-1-yl)benzo[d]thiazole-2-carbaldehyde O1CCN(CC1)C(/C=C/C=1C=CC2=C(N=C(S2)C=O)C1)=O